2-{4-[3-chloro-5-(5-propyl-4,5-dihydroisoxazol-3-yl)pyridin-2-yl]-1,3-dithiolan-2-ylidene}-2-(1H-imidazol-1-yl)acetonitrile ClC=1C(=NC=C(C1)C1=NOC(C1)CCC)C1SC(SC1)=C(C#N)N1C=NC=C1